(3R)-4-[5-fluoro-2-(3-methyl-6-{1-[(oxan-4-yl)methyl]azetidin-3-yl}imidazo[1,5-a]pyridin-8-yl)benzoyl]-3-methylmorpholine FC=1C=CC(=C(C(=O)N2[C@@H](COCC2)C)C1)C=1C=2N(C=C(C1)C1CN(C1)CC1CCOCC1)C(=NC2)C